[Si](C)(C)(C(C)(C)C)OCC=1N=C(SC1)C1(CCOCC1)O 4-(4-(((tert-butyldimethylsilyl)oxy)methyl)thiazol-2-yl)tetrahydro-2H-pyran-4-ol